(1R,2S)-N-(8-(methylamino)-5-(6-((S)-2-methylmorpholino)-[1,2,4]triazolo[1,5-a]pyridin-2-yl)-2,7-naphthyridin-3-yl)-2-(trifluoromethyl)cyclopropane-1-carboxamide CNC=1N=CC(=C2C=C(N=CC12)NC(=O)[C@H]1[C@H](C1)C(F)(F)F)C1=NN2C(C=CC(=C2)N2C[C@@H](OCC2)C)=N1